1-dodecyl-aza-cycloheptane C(CCCCCCCCCCC)N1CCCCCC1